ClC1=CC(=NC=C1)[C@H]([C@@H](CN1CCCC1)NC(CC1CC2=CC=CC=C2C1)=O)O N-((1S,2R)-1-(4-chloropyridin-2-yl)-1-hydroxy-3-(pyrrolidin-1-yl)propan-2-yl)-2-(2,3-dihydro-1H-inden-2-yl)acetamide